F[C@@H]1CN(CC[C@H]1NC(CCC1=NN=C2N1N=C(C=C2)N2CCN(CC2)C)=O)CC2=CC=C(C=C2)OC N-[(3R,4R)-3-fluoro-1-[(4-methoxyphenyl)methyl]piperidin-4-yl]-3-[6-(4-methylpiperazin-1-yl)-[1,2,4]triazolo[4,3-b]pyridazin-3-yl]propanamide